6-hydroxy-2(1H)-quinolinone OC=1C=C2C=CC(NC2=CC1)=O